N1CC(CCC1)C=1C=C(N)C=CC1 3-(piperidine-3-yl)aniline